heptadecan-9-yl 8-((6-(2,4-dioxo-1,2,3,4-tetrahydropyrimidine-1-carboxamido)-2-hydroxyhexyl)(6-oxo-6-(undecyloxy)hexyl)amino)octanoate O=C1N(C=CC(N1)=O)C(=O)NCCCCC(CN(CCCCCCCC(=O)OC(CCCCCCCC)CCCCCCCC)CCCCCC(OCCCCCCCCCCC)=O)O